C1CCC2=C(C=3CCCC3C=C12)NC(=O)NS(N(C=1C=NN(C1)C)CCN(C1COC1)C)(=O)=O 1-(1,2,3,5,6,7-hexahydro-s-indacen-4-yl)-3-({2-[methyl(oxetan-3-yl)amino]ethyl}(1-methyl-1H-pyrazol-4-yl)sulfamoyl)urea